7-(4-fluoro-2-methoxy-phenyl)-6-(1H-pyrazol-4-yl)-5H-thiazolo[4,5-c]pyridin-4-one FC1=CC(=C(C=C1)C=1C2=C(C(NC1C=1C=NNC1)=O)N=CS2)OC